(1-naphthyl)-N,N'-diphenyl-benzidine C1(=CC=CC2=CC=CC=C12)C1=C(C=CC(=C1)NC1=CC=CC=C1)C1=CC=C(NC2=CC=CC=C2)C=C1